ClC1=C(C=CC=C1)N1C(N=C(C2=CC=C(C=C12)C1CC1)NC1=CC(=NC=C1)C1CC1)=O 1-(2-chlorophenyl)-7-cyclopropyl-4-((2-cyclopropylpyridin-4-yl)amino)-quinazolin-2(1H)-one